5-((3-(4-methylpiperazin-1-yl)propyl)amino)pyrido[3,4-e][1,2,4]triazolo[4,3-c]pyrimidine-3-carboxylic acid CN1CCN(CC1)CCCNC1=NC2=C(C=3N1C(=NN3)C(=O)O)C=NC=C2